Benzyl (R)-(7-(5-benzyl-2-oxa-5,8-diazaspiro[3.5]nonan-8-yl)chroman-3-yl)carbamate C(C1=CC=CC=C1)N1C2(COC2)CN(CC1)C1=CC=C2C[C@H](COC2=C1)NC(OCC1=CC=CC=C1)=O